C(#N)C=1C2=C(C(=NC1)F)C[C@@H]1CC[C@H]2N1C(=O)OC(C)(C)C tert-butyl (5R,8S)-4-cyano-1-fluoro-6,7,8,9-tetrahydro-5H-5,8-epiminocyclohepta[c]pyridine-10-carboxylate